5-(6-(tert-butylamino)-4-(trifluoromethyl)pyridin-3-yl)-4-((S)-2-methylpyrrolidine-1-carbonyl)N-(3,3,3-trifluoro-2-hydroxy-2-methylpropyl)thiazole-2-carboxamide C(C)(C)(C)NC1=CC(=C(C=N1)C1=C(N=C(S1)C(=O)NCC(C(F)(F)F)(C)O)C(=O)N1[C@H](CCC1)C)C(F)(F)F